COC=1C(=CC2=C(C(NS2)=O)C1)C#N 5-methoxy-3-oxo-1,2-benzothiazole-6-carbonitrile